7-[6-[bis[(4-methoxyphenyl)methyl]amino]-4-methyl-3-(trifluoromethyl)-2-pyridyl]-6-chloro-5-fluoro-3-(2-trimethylsilylethoxymethyl)quinazolin-4-one COC1=CC=C(C=C1)CN(C1=CC(=C(C(=N1)C1=C(C(=C2C(N(C=NC2=C1)COCC[Si](C)(C)C)=O)F)Cl)C(F)(F)F)C)CC1=CC=C(C=C1)OC